OCCC=1C=NN(C1)C1=NC(=NC=C1)C1=NN(C2=CC=CC=C12)C1OCCCC1 3-[4-[4-(2-hydroxyethyl)pyrazol-1-yl]pyrimidin-2-yl]-1-tetrahydropyran-2-yl-indazole